6-((3-((1R,5S,6R)-3-(4-Chloropyridin-2-yl)-3-azabicyclo[3.1.0]Hex-6-yl)-1,2,4-oxadiazol-5-yl)methyl)pyrido[2,3-d]pyridazin-5(6H)-one ClC1=CC(=NC=C1)N1C[C@H]2C([C@H]2C1)C1=NOC(=N1)CN1N=CC2=C(C1=O)C=CC=N2